C(C1=CC=CC=C1)OC(=O)N1CC2(CC2)[C@@H](C1)NC1=NC(=C(C=C1)Br)C (S)-7-((5-bromo-6-methylpyridin-2-yl)amino)-5-azaspiro[2.4]heptane-5-carboxylic acid benzyl ester